benzyl (((1S,6R,7S)-3-(3-iodo-1-(tetrahydro-2H-pyran-2-yl)-1H-pyrazolo[3,4-b]pyrazin-6-yl)-7-(5-methylisoxazol-3-yl)-3-azabicyclo[4.1.0]heptan-7-yl)methyl)carbamate IC1=NN(C2=NC(=CN=C21)N2C[C@@H]1[C@]([C@@H]1CC2)(C2=NOC(=C2)C)CNC(OCC2=CC=CC=C2)=O)C2OCCCC2